OC1=C(C=CC(=C1)OC)C(C=CC1=CC=C(C(=O)O)C=C1)=O 4-[3-(2-Hydroxy-4-methoxyphenyl)-3-oxoprop-1-enyl]benzoic acid